2-(ethylthio)-3,6-difluoro-5-iodopyridine C(C)SC1=NC(=C(C=C1F)I)F